(2R,5S)-5-(aminomethyl)-2-[4-(2,2,2-trifluoroethoxy)phenyl]-1,4-thiazepan-3-one NC[C@H]1NC([C@H](SCC1)C1=CC=C(C=C1)OCC(F)(F)F)=O